6-(4-chloro-5-fluoropyrimidin-2-yl)-8-(2,5-difluorobenzyl)imidazo[1,2-a]pyrazine ClC1=NC(=NC=C1F)C=1N=C(C=2N(C1)C=CN2)CC2=C(C=CC(=C2)F)F